C(C)(C)(C)OC(=O)N1CCC(CC1)C=1SC(=CN1)C(=O)OCC 4-(5-(Ethoxyformyl)-1,3-thiazol-2-yl)piperidine-1-carboxylic acid tert-butyl ester